O[C@@H]1C[C@H](N(C1)C([C@H](C(C)(C)C)NC(CCCCCCCN(C(OC(C)(C)C)=O)C)=O)=O)C(N[C@@H](C)C1=CC=C(C=C1)C1=C(N=CS1)C)=O tert-butyl (8-(((S)-1-((2S,4R)-4-hydroxy-2-(((S)-1-(4-(4-methylthiazol-5-yl)phenyl)ethyl)carbamoyl)pyrrolidin-1-yl)-3,3-dimethyl-1-oxobutan-2-yl)amino)-8-oxooctyl)(methyl)carbamate